C(#N)C=1C(=C(C=CC1)[C@@H](C)NC1=NN=C(C2=CC(=C(C=C12)NC)C(=O)NCCN1CCOCC1)C)C (R)-1-((1-(3-cyano-2-methylphenyl)ethyl)amino)-4-methyl-7-(methylamino)-N-(2-Morpholinoethyl)phthalazine-6-carboxamide